butyl-3-((S)-1-(4-fluorophenyl)-N-methyl-1,2,3,4-tetrahydroisoquinoline-2-carboxamido)-piperidine-1-carboxylate C(CCC)OC(=O)N1CC(CCC1)N(C(=O)N1[C@H](C2=CC=CC=C2CC1)C1=CC=C(C=C1)F)C